C(CCCCCCCCCCCCCCCCC)OS(=O)(=O)[O-].C(C=C)(=O)N.[Na+] sodium acrylamide octadecyl-sulfate